2-(6-((2-((3-methoxy-4-(4-methylpiperazin-1-yl)phenyl)amino)-5-methylthieno[2,3-d]pyrimidine-4-yl)amino)pyridin-2-yl)propan-2-ol COC=1C=C(C=CC1N1CCN(CC1)C)NC=1N=C(C2=C(N1)SC=C2C)NC2=CC=CC(=N2)C(C)(C)O